CS(=O)(=O)NC1=CC=C(C=C1)B(O)O [4-(methylsulfonylamino)phenyl]boronic acid